1-(4-(3-fluoro-5-(trifluoromethyl)benzyl)pyridin-2-yl)-N-(2-hydroxyethyl)-5-(hydroxymethyl)-3-methyl-1H-pyrazole-4-carboxamide FC=1C=C(CC2=CC(=NC=C2)N2N=C(C(=C2CO)C(=O)NCCO)C)C=C(C1)C(F)(F)F